3-(4-(5-benzylpyrimidin-2-yl)piperazin-1-yl)-6-(pyridin-3-yl)pyrazolo[1,5-a]pyridine C(C1=CC=CC=C1)C=1C=NC(=NC1)N1CCN(CC1)C=1C=NN2C1C=CC(=C2)C=2C=NC=CC2